CC=1OC2=C(C1C=1NC=C(N1)C=O)C=C(C=C2)OCC2=C(N=CS2)C 2-(2-methyl-5-((4-methylthiazol-5-yl)methoxy)benzofuran-3-yl)-1H-imidazole-4-carbaldehyde